5-(2-ethoxy-3-pyridinyl)-1-isopropyl-N-[tetrahydrofuran-3-yl]pyrazolo[4,3-b]pyridin-7-amine C(C)OC1=NC=CC=C1C1=CC(=C2C(=N1)C=NN2C(C)C)NC2COCC2